Trimethoxyphosphorus COP(OC)OC